C(=O)=CC(C(C=C=O)=O)=O dicarbonyl-2,3-butanedione